BrC1=NC(=C(C=C1Br)N1CCCC1)C 2,3-Dibromo-6-methyl-5-(pyrrolidin-1-yl)pyridine